2-((1S,4S)-2-oxa-5-azabicyclo[2.2.1]hept-4-yl)ethanol hydrochloride Cl.[C@@H]12OC[C@@](NC1)(C2)CCO